4-(4-(2-(5-(4-bromophenyl)-2-(4-methoxyphenyl)thiophen-3-yl)-3,3,4,4,5,5-hexafluorocyclopent-1-en-1-yl)-5-(4-methoxyphenyl)thiophen-2-yl)-N,N-bis(4-chlorophenyl)aniline BrC1=CC=C(C=C1)C1=CC(=C(S1)C1=CC=C(C=C1)OC)C1=C(C(C(C1(F)F)(F)F)(F)F)C=1C=C(SC1C1=CC=C(C=C1)OC)C1=CC=C(N(C2=CC=C(C=C2)Cl)C2=CC=C(C=C2)Cl)C=C1